C[C@@]12C[C@@]3(C[C@@H](C[C@](C1)(C3)C3=CC=CC=C3)C2)C(=O)O (1R,3S,5S,7R)-3-methyl-5-phenyl-adamantane-1-carboxylic acid